3-chloro-4-[(3-chloro-5-fluoropyridin-2-yl)methoxy]-2'-[3-(2-hydroxypropan-2-yl)-2-oxopyridin-1-yl]-5',6-dimethyl-[1,4'-bipyridin]-2-one ClC=1C(N(C(=CC1OCC1=NC=C(C=C1Cl)F)C)C1=CC(=NC=C1C)N1C(C(=CC=C1)C(C)(C)O)=O)=O